C(C)(C)(C)OC(=O)N1CC2=CC=C(C(=C2CC1)OCOC)CO 6-(hydroxymethyl)-5-(methoxymethyloxy)-3,4-dihydroisoquinoline-2(1H)-carboxylic acid tert-butyl ester